3-vinyl-nitrobenzene C(=C)C=1C=C(C=CC1)[N+](=O)[O-]